3-(6-(5-carbamoyl-1H-1,2,3-triazol-4-yl)-1-oxoisoindolin-2-yl)-3',4'-difluorobiphenyl C(N)(=O)C1=C(N=NN1)C1=CC=C2CN(C(C2=C1)=O)C=1C=C(C=CC1)C1=CC(=C(C=C1)F)F